ClCOC(C(C(C)C)NC(=O)OC(C)(C)C)=O 2-((tert-butoxycarbonyl)amino)-3-methylbutyric acid (S)-chloromethyl ester